3-[5-cyclopropyl-4-[5-(4-piperidyl)pyrimidin-2-yl]isoxazol-3-yl]-1-isopropyl-pyrazolo[3,4-d]pyrimidin-4-amine C1(CC1)C1=C(C(=NO1)C1=NN(C2=NC=NC(=C21)N)C(C)C)C2=NC=C(C=N2)C2CCNCC2